(2-(1H-tetrazol-5-yl)phenyl)-1-(2-(2-(2-(2H-tetrazol-5-yl)phenyl)-5-carbamoyl-1H-benzo[d]imidazol-1-yl)ethyl)-1H-benzo[d]imidazole-5-carboxamide N1N=NN=C1C1=C(C=CC=C1)C1=NC2=C(N1CCN1C(=NC3=C1C=CC(=C3)C(N)=O)C3=C(C=CC=C3)C=3N=NNN3)C=CC(=C2)C(=O)N